1-(2-chloro-6-fluorobenzyl)-3,4-dimethyl-2-oxo-1,2,3,4-tetrahydropyrido[3,2-d]pyrimidine-7-carboxylic acid ClC1=C(CN2C(N(C(C3=C2C=C(C=N3)C(=O)O)C)C)=O)C(=CC=C1)F